(2R,3R,4R,5S)-3,4-dihydroxy-5-(hydroxymethyl)tetrahydrofuran O[C@@H]1CO[C@H]([C@@H]1O)CO